(1R,3R)-1-(2,6-difluoro-4-(1-(3-fluoropropyl)azetidin-3-yloxy)phenyl)-6,8-difluoro-2-(2-fluoro-2-methylpropyl)-3-methyl-2,3,4,9-tetrahydro-1H-pyrido[3,4-b]indole FC1=C(C(=CC(=C1)OC1CN(C1)CCCF)F)[C@H]1N([C@@H](CC2=C1NC1=C(C=C(C=C21)F)F)C)CC(C)(C)F